4-nitropyridazin [N+](=O)([O-])C1=CN=NC=C1